FC=1C=CC2=C(C(=CO2)C)C1 5-Fluoro-3-methylbenzofuran